BrC1=C(C2=CC=CC=C2C=C1)C1=CC=CC2=CC=CC=C12 2-bromo-1,1'-binaphthyl